N-((1-fluorocyclobutyl)methyl)-5-(3-(2-methoxyethyl)-2-methyl-3H-imidazo[4,5-b]pyridin-5-yl)pyrrolo[2,1-f][1,2,4]triazin-2-amine FC1(CCC1)CNC1=NN2C(C=N1)=C(C=C2)C2=CC=C1C(=N2)N(C(=N1)C)CCOC